dipentaerythritol tetra-hydroxystearate OC(C(C(=O)OCC(CO)(COCC(CO)(CO)CO)CO)(O)O)(CCCCCCCCCCCCCCC)O